2-propylbenzo[g]quinoxaline C(CC)C=1C=NC=2C=C3C(=CC2N1)C=CC=C3